C(=O)(O)OOC1=CC=C(CN2CN(C=C2)C)C=C1 1-(4-carboxyperoxybenzyl)-3-methylimidazole